NC=1N(N=C2CN(CCC21)C(=O)OCC2=CC=CC=C2)C(=O)C2CCNC1=CC=CC=C21 benzyl 3-amino-2-(1,2,3,4-tetrahydroquinoline-4-carbonyl)-4,5-dihydro-2H-pyrazolo[3,4-c]pyridine-6(7H)-carboxylate